(R)-(2-(((tert-butoxycarbonyl)amino)methyl)-4-(6-chloro-3-((1-(2-(4,4-dimethylpiperidin-1-yl)-3,6-dimethyl-4-oxo-4H-chromen-8-yl)ethyl)amino)pyridin-2-yl)phenyl)boronic acid C(C)(C)(C)OC(=O)NCC1=C(C=CC(=C1)C1=NC(=CC=C1N[C@H](C)C=1C=C(C=C2C(C(=C(OC12)N1CCC(CC1)(C)C)C)=O)C)Cl)B(O)O